Cl.Cl.N[C@@H](COC=1C=NC2=CC=CC(=C2C1C(=O)OCC1=CC=CC=C1)F)CC1=CC=CC=C1 Benzyl (R)-3-(2-amino-3-phenylpropoxy)-5-fluoroquinoline-4-carboxylate dihydrochloride